(6-fluoropyridin-3-yl)methanone hydrochloride salt Cl.FC1=CC=C(C=N1)C=O